C(#N)CN1N=C(N=C1COC)NC(C1=C(C=C(C=C1)C1=NOC(C1)(C(F)(F)F)C1=CC(=CC(=C1)Cl)Cl)C)=O N-(1-(cyanomethyl)-5-(methoxymethyl)-1H-1,2,4-triazol-3-yl)-4-(5-(3,5-dichlorophenyl)-5-(trifluoromethyl)-4,5-dihydroisoxazol-3-yl)-2-methylbenzamide